(S)-4-(isoxazolidin-3-yl)benzonitrile O1N[C@@H](CC1)C1=CC=C(C#N)C=C1